4-(3-Chloro-2-fluoro-6-methoxyphenyl)-N-(5-(2-methoxyethoxy)thiazolo[5,4-b]pyridin-2-yl)-6-methylnicotinamide ClC=1C(=C(C(=CC1)OC)C1=CC(=NC=C1C(=O)NC=1SC2=NC(=CC=C2N1)OCCOC)C)F